ClC=1C(=C(N=NC1)C(=O)N)NC1=C(C=C(C=C1)P(=O)(C1CC1)C1CC1)OC Chloro-4-((4-(dicyclopropylphosphoryl)-2-methoxyphenyl)amino)pyridazine-3-carboxamide